OC1=C(C=C(C=C1C(=O)NC1=CC(=CC=C1)S(=O)(=O)O)O)S(=O)(=O)O 2,5-dihydroxy-3-(3-sulfophenylaminocarbonyl)benzenesulfonic acid